C(=O)[O-] (R-1CS)-format